2-methyl-(1,1-2H2)Propan-2-ol CC(C([2H])[2H])(C)O